C(C)(C)(C)N(C(O)=O)[C@@H](CO)CC1=NC=CC=C1.[N+](=O)([O-])C=1C=NN(C1)C1OCCCC1 4-nitro-1-(oxan-2-yl)pyrazole tert-butyl-(R)-(1-hydroxy-3-(pyridin-2-yl)propan-2-yl)carbamate